2-(2-((3-fluoropropyl)amino)ethoxy)-6-((1R,3R)-3-methyl-2-(2,2,2-trifluoroethyl)-2,3,4,9-tetrahydro-1H-pyrido[3,4-b]indol-1-yl)benzonitrile FCCCNCCOC1=C(C#N)C(=CC=C1)[C@H]1N([C@@H](CC2=C1NC1=CC=CC=C21)C)CC(F)(F)F